C(C)(C)(C)OC(C1=CC=C(C=C1)[C@@H](C)O)=O (R)-4-(1-hydroxyethyl)benzoic acid tert-butyl ester